[Se]=[Te].[Al] aluminum selenium telluride